5-carbamoylpyridin-3-yl 2-(3-(4-chlorophenoxy)benzyl)-2,7-diazaspiro[3.5]nonane-7-carboxylate ClC1=CC=C(OC=2C=C(CN3CC4(C3)CCN(CC4)C(=O)OC=4C=NC=C(C4)C(N)=O)C=CC2)C=C1